C(C=C)N1SCC(C2=C1C=CC=C2)=O 1-allyl-1H-2,1-benzothiazin-4(3H)-one